CC=1C(=NC(=NC1N1CCOCC1)SC1=CC=CC=C1)NC1=NNC(=C1)C 5-methyl-N-(5-methyl-1H-pyrazol-3-yl)-6-morpholino-2-(phenylthio)pyrimidin-4-amine